(S)-3-(tert-butoxycarbonyl-isopropyl-amino)-2-(4-chloro-phenyl)-propionic acid C(C)(C)(C)OC(=O)N(C[C@@H](C(=O)O)C1=CC=C(C=C1)Cl)C(C)C